bis(3-isopropylsalicylidene)-ethylenediamine C(C)(C)C1=C(C(C=NCCN=CC=2C(O)=C(C=CC2)C(C)C)=CC=C1)O